C1(CC1)[C@H](C(=O)N)N1[C@H]2CC(C[C@@H]1CC2)[C@@H]2[C@@H](CN(CC2)C2=NC=C(C=N2)F)OC (2R)-2-cyclopropyl-2-{(1R,3s,5s)-3-[(3s,4R)-1-(5-fluoropyrimidin-2-yl)-3-methoxypiperidin-4-yl]-8-azabicyclo[3.2.1]oct-8-yl}acetamide